bis(α-methylbenzyl)arsine CC(C1=CC=CC=C1)[AsH]C(C1=CC=CC=C1)C